OC=1C(C(OC1CC)C)=O 4-hydroxy-2-methyl-5-ethyl-3(2H)-furanone